CC1=C(C=CC=2N(C=NC21)C2=NC(OC1=C2C=CC(=C1)NCC)(C)C)C 4-(4,5-dimethyl-1H-benzo[d]imidazol-1-yl)-N-ethyl-2,2-dimethyl-2H-benzo[e][1,3]oxazin-7-amine